C(C)(C)(C)OC(=O)N1CC(C1)C(C1=CC=CC=C1)=O 1-tert-butoxycarbonyl-3-benzoyl-azetidine